6-(5-cyanopyridin-2-yl)-1-(2-morpholinoethyl)-2-oxo-1,2-dihydro-1,8-naphthyridine-3-carboxylic acid C(#N)C=1C=CC(=NC1)C=1C=C2C=C(C(N(C2=NC1)CCN1CCOCC1)=O)C(=O)O